2-Methoxy-4-(2-nitrovinyl)phenyl β-D-glucopyranoside O([C@H]1[C@H](O)[C@@H](O)[C@H](O)[C@H](O1)CO)C1=C(C=C(C=C1)C=C[N+](=O)[O-])OC